2-(4-methyl-3-nitro-pyrazol-1-yl)pyridine CC=1C(=NN(C1)C1=NC=CC=C1)[N+](=O)[O-]